ClC=1C=C(NC=2C=3N(C=CN2)C(=CN3)C3=C(C(=C(OCC#N)C=C3)F)F)C=CC1C(=O)N1CCN(CC1)CCN(C)C 2-[4-[8-[3-chloro-4-[4-[2-(dimethylamino)ethyl]piperazine-1-carbonyl]anilino]imidazo[1,2-a]pyrazin-3-yl]-2,3-difluorophenoxy]acetonitrile